N-(2-Methoxy-5-(3-(trifluoromethyl)phenoxy)phenyl)-1-methyl-5-oxopyrrolidine-2-carboxamide COC1=C(C=C(C=C1)OC1=CC(=CC=C1)C(F)(F)F)NC(=O)C1N(C(CC1)=O)C